N1=CC=CC=2C(NCCC12)C#N 5,6,7,8-tetrahydro-1,6-naphthyridine-5-carbonitrile